ClC1=CC=C2C(=CC(=NC2=C1Cl)NC(C(=O)O)CCS(=O)(=O)C)N1C=NC=C1 2-((7,8-Dichloro-4-(1H-Imidazol-1-Yl)Quinolin-2-Yl)Amino)-4-(Methylsulfonyl)Butanoic Acid